4'-O-methyl-kaempferol COC1=CC=C(C=2OC=3C=C(C=C(C3C(C2O)=O)O)O)C=C1